C1(=CC=CC=C1)C1=C(N=C2N1CCOC1=C2C=CC=N1)C1=CC=C(CN2CCC(CC2)NC2=NC(=NC=C2)C#N)C=C1 4-((1-(4-(3-Phenyl-5,6-dihydroimidazo[1,2-d]pyrido[3,2-f][1,4]oxazepin-2-yl)benzyl)piperidin-4-yl)amino)pyrimidine-2-carbonitrile